O1C(=CC=C1)CNC1=NC=C(C=2N1C=NN2)C2=CC=C(C=C2)N2CCN(CC2)CCCCCCCCNC(OC(C)(C)C)=O tert-butyl (8-(4-(4-(5-((furan-2-ylmethyl)amino)-[1,2,4]triazolo[4,3-c]pyrimidin-8-yl)phenyl)piperazin-1-yl)octyl)carbamate